N-(2-phenylethyl)-3-[(5-phenylpyrazin-2-yl)amino]benzamide C1(=CC=CC=C1)CCNC(C1=CC(=CC=C1)NC1=NC=C(N=C1)C1=CC=CC=C1)=O